C(C)(C)(C)OC(=O)N1CC2=C(C(=CC=C2CC1)Br)F 7-bromo-8-fluoro-3,4-dihydro-1H-isoquinoline-2-carboxylic acid tert-butyl ester